p-hydroxy-phenyl-ethanone OC1=CC=C(C=C1)C(C)=O